C12C(C(C(CC1)C2)CO)CO 2,3-norbornanedimethanol